1-tert-butyl 3-methyl 5-oxopyrrolidine-1,3-dicarboxylate O=C1CC(CN1C(=O)OC(C)(C)C)C(=O)OC